acryloyloxypropyl-dimethylchlorosilane C(C=C)(=O)OCCC[Si](Cl)(C)C